(((1s,2s)-2-((p-toluenesulfonyloxy)methyl)cyclopropyl)methoxy)propanoic acid tert-butyl ester C(C)(C)(C)OC(C(C)OC[C@@H]1[C@H](C1)COS(=O)(=O)C1=CC=C(C)C=C1)=O